ClC1=C2C(=C(N=N1)NCC1CC(CC1)(F)F)C=NC=C2 1-chloro-N-[(3,3-difluorocyclopentyl)methyl]pyrido[3,4-d]pyridazin-4-amine